tert-butyl 8-(4-cyano-2-fluorophenyl)-6,9-dioxo-5-(4-(trifluoromethyl) benzyl)-2,5,8-triazaspiro[3.5]nonane-2-carboxylate C(#N)C1=CC(=C(C=C1)N1CC(N(C2(CN(C2)C(=O)OC(C)(C)C)C1=O)CC1=CC=C(C=C1)C(F)(F)F)=O)F